dipropionic acid-potassium salt [K+].C(CC)(=O)[O-].C(CC)(=O)[O-].[K+]